2-(3,5-dichloro-4-((1,4,4-trimethyl-1-(trifluoromethyl)-2,3,4,9-tetrahydro-1H-pyrido[3,4-b]indol-6-yl)oxy)phenyl)-3,5-dioxo-2,3,4,5-tetrahydro-1,2,4-triazine-6-carbonitrile ClC=1C=C(C=C(C1OC=1C=C2C3=C(NC2=CC1)C(NCC3(C)C)(C(F)(F)F)C)Cl)N3N=C(C(NC3=O)=O)C#N